FC(=C(C(=O)O)C(F)(F)F)C(C(C(C(F)(F)F)(F)F)(F)F)=O.C(C)(=O)N1[C@@H]2[C@@H](C[C@H](C1)C2)CC(=O)NC2=NC=C(C(=C2)C2=C1N(N=C2)CC(C1)(C)C)Cl 2-((1S,4S,6S)-2-acetyl-2-azabicyclo[2.2.1]heptan-6-yl)-N-(5-chloro-4-(5,5-dimethyl-5,6-dihydro-4H-pyrrolo[1,2-b]pyrazol-3-yl)pyridin-2-yl)acetamide perfluorobutyryl-methacrylate